(2S)-3-[(9Z)-9-Octadecen-1-yloxy]-1,2-propanediol C(CCCCCCC\C=C/CCCCCCCC)OC[C@H](CO)O